FC1=C(C=CC=C1)C1=CC=C(C=C1)CCCC(=O)O 4-(2'-fluoro-[1,1'-biphenyl]-4-yl)butanoic acid